ClC1=C(C=C2C=C(N=CC2=C1)NC(=O)[C@@H]1[C@H](C1)C(C)(C)OC)C1CCN(CC1)[C@]1(COC[C@H]1O)C (1S,2S)-N-(7-chloro-6-(1-((3S,4S)-4-hydroxy-3-methyltetrahydrofuran-3-yl)piperidin-4-yl)isoquinolin-3-yl)-2-(2-methoxypropan-2-yl)cyclopropane-1-carboxamide